ethyl 7-bromo-2-((S)-2,2-dimethylcyclopropanecarboxamido)-2-heptenoate BrCCCCC=C(C(=O)OCC)NC(=O)[C@@H]1C(C1)(C)C